NC1=C(C=C(C(=O)NC=2C(N(C=CC2)C(C(=O)NN(CC(=O)OCC)C(COC2=C(C=CC=C2F)F)=O)C)=O)C=C1)Cl Ethyl N-(2-(3-(4-amino-3-chlorobenzamido)-2-oxopyridin-1(2H)-yl)propanamido)-N-(2-(2,6-difluorophenoxy)acetyl)glycinate